2-((4-(2,4-dihydroxyphenyl)thiazol-2-yl)amino)-2-oxoacetic acid OC1=C(C=CC(=C1)O)C=1N=C(SC1)NC(C(=O)O)=O